2-methyl-2-(5-{[3-(5-{[(1-methyl-2-oxopiperidin-4-yl)amino]methyl}-1-(2,2,2-trifluoroethyl)-1H-indol-2-yl)prop-2-yn-1-yl]amino}pyridin-2-yl)propanenitrile CC(C#N)(C)C1=NC=C(C=C1)NCC#CC=1N(C2=CC=C(C=C2C1)CNC1CC(N(CC1)C)=O)CC(F)(F)F